(S)-9,10-difluoro-6-(((1-(6-methylpyridin-3-yl)piperidin-3-yl)amino)methyl)-2,3-dihydro-7H-[1,4]oxazino[2,3,4-ij]quinolin-7-one FC=1C=C2C(C(=CN3C2=C(C1F)OCC3)CN[C@@H]3CN(CCC3)C=3C=NC(=CC3)C)=O